(6S,8R)-6-(4-bromo-2-methoxyphenyl)-7-(2-fluoro-3-methoxy-2-methylpropyl)-8-methyl-6,7,8,9-tetrahydro-3H-pyrazolo[4,3-f]isoquinoline BrC1=CC(=C(C=C1)[C@H]1N([C@@H](CC2=C3C(=CC=C12)NN=C3)C)CC(COC)(C)F)OC